(4R)-N-((R)-cyclopropyl(2-fluoro-4-(trifluoromethyl)phenyl)methyl)-1-methyl-3-(3-(methylsulfonyl)benzoyl)-2-oxo-4-imidazolidinecarboxamide C1(CC1)[C@@H](NC(=O)[C@@H]1N(C(N(C1)C)=O)C(C1=CC(=CC=C1)S(=O)(=O)C)=O)C1=C(C=C(C=C1)C(F)(F)F)F